2'-[6-amino-5-(trifluoromethyl)pyridin-3-yl]-N-[(1-methyl-2-oxopiperidin-4-yl)methyl]-5',6'-dihydrospiro[pyrrolidine-3,4'-pyrrolo[1,2-b]pyrazole]-1-carboxamide NC1=C(C=C(C=N1)C=1C=C2N(N1)CCC21CN(CC1)C(=O)NCC1CC(N(CC1)C)=O)C(F)(F)F